BrC=1C(=C(C=NC1)NC(OC(C)(C)C)=O)C tert-butyl N-(5-bromo-4-methylpyridin-3-yl)carbamate